NCCOC1=CC(=NC(=N1)C)C=1N=C(SC1C1=CC=CC=C1)N [6-(2-aminoethoxy)-2-methyl-pyrimidin-4-yl]-5-phenyl-thiazol-2-amine